tert-butyl 8-(((2S,3R)-3-(cyclohexylmethoxy)-1-oxo-1-(piperidin-1-yl)butan-2-yl)carbamoyl)-6-thia-2-azaspiro[3.4]octane-2-carboxylate C1(CCCCC1)CO[C@@H]([C@@H](C(N1CCCCC1)=O)NC(=O)C1CSCC12CN(C2)C(=O)OC(C)(C)C)C